(1'R,2'R)-6-hydroxy-5'-methyl-4-pentyl-2'-(prop-1-en-2-yl)-1',2',3',4'-tetrahydro-[1,1'-biphenyl]-2-yl (3-(phosphonooxy)propyl) carbonate di-ammonium salt [NH4+].[NH4+].C(OC1=C(C(=CC(=C1)CCCCC)O)[C@H]1[C@@H](CCC(=C1)C)C(=C)C)(OCCCOP(=O)(O)O)=O